4-(6-(difluoromethyl)-5-methylpyridin-3-yl)-8-fluoro-2,2-dimethyl-1-(prop-2-yn-1-yl)-1,2-dihydroquinazoline FC(C1=C(C=C(C=N1)C1=NC(N(C2=C(C=CC=C12)F)CC#C)(C)C)C)F